C(C(=C)C)(=O)OCCCCCC(C)OC1=CC=C(C=C1)C(C)(C)C1=CC=C(C=C1)OC(C)CCCCCOC(C(=C)C)=O 2,2-bis(4-(methacryloxypentylethoxy)phenyl)propane